tert-butyl N-[(1R)-2-[tert-butyl(dimethyl)silyl]oxy-6-hydroxy-1-isobutyl-hexyl]carbamate [Si](C)(C)(C(C)(C)C)OC([C@@H](CC(C)C)NC(OC(C)(C)C)=O)CCCCO